3-benzoylamino-2-(o-tolyl)propionic acid C(C1=CC=CC=C1)(=O)NCC(C(=O)O)C1=C(C=CC=C1)C